NC1=NC=C(C2=C1C(=C(N2C)I)C2=CC(=C(C(=O)NCC(F)(F)F)C=C2)Cl)Br 4-(4-amino-7-bromo-2-iodo-1-methylpyrrolo[3,2-c]pyridin-3-yl)-2-chloro-N-(2,2,2-trifluoroethyl)benzamide